1-((5-(2H-1,2,3-triazol-2-yl)pyridin-2-yl)methyl)-4-(bicyclo[1.1.1]pentan-1-yl)piperazine-2,3-dione N=1N(N=CC1)C=1C=CC(=NC1)CN1C(C(N(CC1)C12CC(C1)C2)=O)=O